pyrano[2,3-b]pyridine-7-carbonitrile O1CC=CC=2C1=NC(=CC2)C#N